ClC=1C=C2C(=NC1)NC=C2CC[N+](=O)[O-] 5-Chloro-3-(2-nitroethyl)-1H-pyrrolo[2,3-b]pyridine